4,6-heptadecadiyne-3,9,10-triol CCC(C#CC#CCC(C(CCCCCCC)O)O)O